(R)-4-((1-(3-(difluoromethyl)-2-fluorophenyl)ethyl)amino)-N,N,2-trimethyl-7-(phenylsulfonamido)pyrido[2,3-d]pyrimidine-6-carboxamide FC(C=1C(=C(C=CC1)[C@@H](C)NC=1C2=C(N=C(N1)C)N=C(C(=C2)C(=O)N(C)C)NS(=O)(=O)C2=CC=CC=C2)F)F